2-(6-chlorohexyloxy)tetrahydropyran ClCCCCCCOC1OCCCC1